C(C)(C)(C)C1=CC=C(C=C1)C(CC=O)=O 3-(4-tert-butylphenyl)propan-1,3-dion